ethyl 2-(3,4-dichlorophenyl)-1-ethyl-6-((3-hydroxy-1H-pyrazol-1-yl) methyl)-4-oxo-1,4-dihydropyridine-3-carboxylate ClC=1C=C(C=CC1Cl)C=1N(C(=CC(C1C(=O)OCC)=O)CN1N=C(C=C1)O)CC